acryloxyethyl-trimethyl-ammonium bis(trifluoromethanesulfonyl)imide salt [N-](S(=O)(=O)C(F)(F)F)S(=O)(=O)C(F)(F)F.C(C=C)(=O)OCC[N+](C)(C)C